tert-butyl (2R,4R)-4-(hydroxymethyl)-2-methyl-4-(2-methylprop-2-en-1-yl)piperidine-1-carboxylate OC[C@]1(C[C@H](N(CC1)C(=O)OC(C)(C)C)C)CC(=C)C